FC(C1=NN=C(O1)C1=C(C=C(CN2N=C(N=N2)C=2C=C3C=CC(=NC3=CC2)NCC)C=C1)F)F 6-(2-(4-(5-(difluoromethyl)-1,3,4-oxadiazol-2-yl)-3-fluorobenzyl)-2H-tetrazol-5-yl)-N-ethylquinolin-2-amine